C1(CCC1)C=1C(=NN(C1NC(O)=O)C)C1CC(C1)(F)F (4-cyclobutyl-3-(3,3-difluorocyclobutyl)-1-methyl-1H-pyrazol-5-yl)carbamic acid